CN(C)[Si](CC)(CC)CC (N,N-dimethylamino)triethylsilane